7-(6-fluoroquinoline-4-yl)-N-(pyridine-3-yl)spiro[3.5]nonane-2-carboxamide FC=1C=C2C(=CC=NC2=CC1)C1CCC2(CC(C2)C(=O)NC=2C=NC=CC2)CC1